6-(4-chlorophenyl)-2-(3-fluorophenyl)-N-[(2R)-2-hydroxy-3-methoxypropyl]-3-oxo-2,3-dihydropyridazine-4-carboxamide ClC1=CC=C(C=C1)C=1C=C(C(N(N1)C1=CC(=CC=C1)F)=O)C(=O)NC[C@H](COC)O